C(C)OC(=O)C1(CC1)CN1C[C@@H]2N(CC([C@@H]2C1)(F)F)C(=O)OCC1=CC=CC=C1 (cis)-Benzyl 5-((1-(ethoxycarbonyl)cyclopropyl)methyl)-3,3-difluorohexahydropyrrolo[3,4-b]pyrrole-1(2H)-carboxylate